racemic-2-((2S,2S)-2-(4,4,5,5-tetramethyl-1,3,2-dioxaborolan-2-yl)cyclopropyl)-5-(trifluoromethoxy)pyridine CC1(OB(OC1(C)C)[C@@H]1[C@@H](C1)C1=NC=C(C=C1)OC(F)(F)F)C |&1:9|